NCCC1=CC=C(C=C1)NC1COCC1 N-(4-(2-aminoethyl)phenyl)tetrahydrofuran-3-amine